C(C)(C)(C)OC(N(CC1=NC=C(C(=C1C)OC)C)C=1C=C(C=C(C1)C)C1=CC=C(C=C1)C=O)=O (4'-formyl-5-methyl-[1,1'-biphenyl]-3-yl)((4-methoxy-3,5-dimethylpyridin-2-yl)methyl)carbamic acid tert-butyl ester